C(N)(OC1(C(CC1)(C)C1CCC(CC1)(F)F)C(N[C@H](CC1=CC=CC=C1)[C@@H](C(NCC1=NC=CC=C1)=O)O)=O)=O ((4,4-difluorocyclohexyl) methyl (1-(((2r,3s)-3-hydroxy-4-oxo-1-phenyl-4-((pyridin-2-ylmethyl) amino) butan-2-yl) carbamoyl)) cyclobutyl) carbamate